NC1=NC=CC=C1C1=NC=2C(=NC(=CC2)C2=CC=CC=C2)N1C=1C=C2CC[C@@H](C2=CC1)NC(C1=CC(=C(C=C1)NC(=O)N(C)C)C=O)=O (S)-N-(5-(2-(2-aminopyridin-3-yl)-5-phenyl-3H-imidazo[4,5-b]pyridin-3-yl)-2,3-dihydro-1H-inden-1-yl)-4-(3,3-dimethylureido)-3-formylbenzamide